(S)-2-((5-bromopyrimidin-2-yl)amino)-4-((2-(dimethylamino)-2-oxoethyl)(4-(5,6,7,8-tetrahydro-1,8-naphthyridin-2-yl)butyl)amino)butanoic acid BrC=1C=NC(=NC1)N[C@H](C(=O)O)CCN(CCCCC1=NC=2NCCCC2C=C1)CC(=O)N(C)C